C(C)(C)(C)OC(=O)N1CC(N(CC1)C=1C2=C(N(C(N1)=O)C=1C(=NC=CC1C)C(C)C)N=C(C(=C2)Cl)C2=C(C=CC=C2)F)C tert-Butyl-4-(6-chloro-7-(2-fluorophenyl)-1-(2-isopropyl-4-methylpyridin-3-yl)-2-oxo-1,2-dihydropyrido[2,3-d]pyrimidin-4-yl)-3-methylpiperazine-1-carboxylate